Methyl 4-(trityl)thiobenzoate C(C1=CC=CC=C1)(C1=CC=CC=C1)(C1=CC=CC=C1)C1=CC=C(C(=S)OC)C=C1